[N+](=O)([O-])C1=CC=C(C=C1)OC(NC1=CC(=C(C=C1)C)Cl)=O (3-chloro-4-methylphenyl)carbamic acid 4-nitrophenyl ester